2-({6-ethenylimidazo[1,2-a]pyridin-2-yl}methyl)-5-{7-oxa-2-azaspiro[3.5]nonan-2-yl}-1,2-dihydro-2,7-naphthyridin-1-one C(=C)C=1C=CC=2N(C1)C=C(N2)CN2C(C1=CN=CC(=C1C=C2)N2CC1(C2)CCOCC1)=O